COC=1C=CC2=C([Se]NS2(=O)C2=CC=C(C=C2)OC)C1 (R)-5-methoxy-1-(p-methoxyphenyl)benzo[d][1,3,2]thiaselenazol-1-one